C(CCCCCC=C)B(O)O OCT-7-ENYLBORONIC ACID